C1(=CC=CC=C1)/C=C/C(=O)Cl (E)-3-phenylprop-2-enoyl chloride